FC1=CC=C2C(=CNC2=C1)SC=1C=CC(=C(C1)N1CCNCC1)OC 4-(5-((6-fluoro-1H-indol-3-yl)thio)-2-methoxyphenyl)piperazine